ClC=1C=C(C=CC1Cl)C(CN1C(N(C2=C1C=CC=C2)CC=2N=NN(C2)CC2=CC(=CC=C2)F)=N)O 1-(3,4-dichlorophenyl)-2-(3-((1-(3-fluorobenzyl)-1H-1,2,3-triazol-4-yl)methyl)-2-imino-2,3-dihydro-1H-benzo[d]imidazol-1-yl)ethan-1-ol